ClC1=C(C=NC=C1)N1CC2(CN(C2)C(=O)OC(C)(C)C)C1 tert-Butyl 6-(4-chloropyridin-3-yl)-2,6-diazaspiro[3.3]heptane-2-carboxylate